(+/-)-isopropyl (1S,3S)-3-(4-(3-(((cyclopentyl(methyl)carbamoyl)oxy)methyl) isoxazol-4-yl)phenoxy)cyclohexane-1-carboxylate C1(CCCC1)N(C(=O)OCC1=NOC=C1C1=CC=C(O[C@@H]2C[C@H](CCC2)C(=O)OC(C)C)C=C1)C |r|